CC1=C(C(=CC=C1)C)C1=NC=2NS(C=3C=CC=C(C(N(CC(OC(=C1)N2)CNC(OC(C)(C)C)=O)C)=O)C3)(=O)=O tert-Butyl N-[[6-(2,6-dimethylphenyl)-12-methyl-2,2,13-trioxo-9-oxa-2λ6-thia-3,5,12,19-tetrazatricyclo[12.3.1.14,8]nonadeca-1(18),4(19),5,7,14,16-hexaen-10-yl]methyl]carbamate